FC1=NC(=CC(=C1)NC=1SC(=C(N1)C(=O)N[C@@H]1CCC12CCC2)C)F 2-[(2,6-difluoro-4-pyridyl)amino]-5-methyl-N-[(3R)-spiro[3.3]heptan-3-yl]-thiazole-4-carboxamide